COCCCC(=O)C1=CC=C(C(=O)O)C=C1 4-(4-methoxybutyryl)benzoic acid